4-(4-(3-Azabicyclo[4.1.0]heptan-6-yl)phenyl)-7-(4-(trifluoromethyl)phenyl)-2-naphthoic acid C12CNCCC2(C1)C1=CC=C(C=C1)C1=CC(=CC2=CC(=CC=C12)C1=CC=C(C=C1)C(F)(F)F)C(=O)O